3-((2-((1H-benzo[d][1,2,3]triazol-5-yl)methyl)-3-oxoisoindolin-1-yl)methyl)pyridine-2,4-dicarbonitrile N1N=NC2=C1C=CC(=C2)CN2C(C1=CC=CC=C1C2=O)CC=2C(=NC=CC2C#N)C#N